(1R)-1-(3-bromophenyl)ethylamine BrC=1C=C(C=CC1)[C@@H](C)N